C(C1=CC=CC=C1)OC=1C(C(=CN2N(CN(C(C21)=O)[C@@H](C)C=C)C2(COCC2)C=C)C(=O)NCC2=C(C=C(C=C2F)F)F)=O 5-(benzyloxy)-3-((S)-but-3-en-2-yl)-4,6-dioxo-N-(2,4,6-trifluorobenzyl)-1-(3-vinyltetrahydrofuran-3-yl)-2,3,4,6-tetrahydro-1H-pyrido[2,1-f][1,2,4]triazine-7-carboxamide